C(C)N(CCOC1=CC=C(C=C1)NC1=NC=C(C(=N1)N1OCCC1C1=CC=CC=C1)C(F)(F)F)CC N-(4-(2-(diethylamino)ethoxy)phenyl)-4-(3-phenylisoxazolidin-2-yl)-5-(trifluoromethyl)pyrimidine-2-amine